C(=O)(O)[C@H](CC(=O)N1CC2=CC(=C(C=C2C1)OCCCOC=1C=C2CN(CC2=CC1OC)C(C[C@@H](C(=O)O)C)=O)C#C)C (S)-4-(5-(3-((2-((S)-3-carboxybutanoyl)-6-ethynylisoindolin-5-yl)oxy)propoxy)-6-methoxyisoindolin-2-yl)-2-methyl-4-oxobutanoic acid